O1C(=CC=C1)C(C)NC=1C=C(C=C2C=CC=NC12)OC N-[1-(furan-2-yl)ethyl]-6-methoxyquinolin-8-amine